4-(4-(bis(2-chloroethyl)amino)phenoxy)butanoic acid ClCCN(C1=CC=C(OCCCC(=O)O)C=C1)CCCl